ClC=1C=C2C=NNC2=C(C1)[C@H](C(C)(C)C1CCN(CC1)C(=O)C1CCC1)O (S)-(4-(1-(5-chloro-1H-indazol-7-yl)-1-hydroxy-2-methylpropan-2-yl)piperidin-1-yl)(cyclobutyl)methanone